2-(Endo-3-amino-9-azabicyclo[3.3.1]nonan-9-yl)-5-(4-chloro-2-methyl-2H-indazol-5-yl)-3-methyl-3,7-dihydro-4H-pyrrolo[2,3-d]pyrimidin-4-one NC1CC2CCCC(C1)N2C=2N(C(C1=C(N2)NC=C1C1=C(C2=CN(N=C2C=C1)C)Cl)=O)C